C[C@H]1N(CCC1)C1=CC=C(C=C1)B1OC(C(O1)(C)C)(C)C (R)-2-methyl-1-(4-(4,4,5,5-tetramethyl-1,3,2-dioxaborolan-2-yl)phenyl)pyrrolidine